2-cycloheptyl-6-methylcyclohexa-2,5-diene C1(CCCCCC1)C=1CC(=CCC1)C